C[NH+](CCCCCCCCCCCCCCCCCC)CCCCCCCCCCCCCCCCCC.FC1=C(C(=C(C(=C1OB([O-])[O-])F)F)F)F.C[NH+](CCCCCCCCCCCCCCCCCC)CCCCCCCCCCCCCCCCCC (pentafluorophenyl)boric acid-methyl-dioctadecyl-ammonium salt